(R)-8-fluoro-4-((1S,7S,8S)-8-fluoro-5-oxa-2-azabicyclo[5.1.0]octan-2-yl)-2-(((S)-2-methylenetetrahydro-1H-pyrrolizin-7a(5H)-yl)methoxy)-6-(trifluoromethyl)quinazolin FC=1C=C(C=C2C(=NC(=NC12)OC[C@]12CCCN2CC(C1)=C)N1[C@@H]2[C@H]([C@@H]2COCC1)F)C(F)(F)F